2,3-Diethoxycarbonylpyridine C(C)OC(=O)C1=NC=CC=C1C(=O)OCC